NC=1C(=NC(=NC1C1=C2C=NNC2=CC=C1C)Cl)C(=O)O 5-amino-2-chloro-6-(5-methyl-1H-indazol-4-yl)pyrimidine-4-carboxylic acid